CC(C(=O)OCC1CCC2C3C(CC(C12)C3)COC(C(=C)C)=O)=C (octahydro-1H-4,7-methanoindene-1,5-diyl)bis(methylene) bis(2-methylacrylate)